N[C@@H]1CCCC12CCN(CC2)C=2N=C(C(=NC2CO)C=2C(=C(C#N)C(=CC2)Cl)F)C (R)-3-(5-(1-amino-8-azaspiro[4.5]dec-8-yl)-6-(hydroxymethyl)-3-methylpyrazin-2-yl)-6-chloro-2-fluorobenzonitrile